C(C)(C)(C)NS(=O)(=O)C=1C=C(C=CC1)NC(C1=C(N=C(C=C1)N1CC(CC1)(F)F)N1CCC2(CC2)CC1)=O N-(3-(N-(tert-butyl)sulfamoyl)phenyl)-6-(3,3-difluoropyrrolidin-1-yl)-2-(6-azaspiro[2.5]octan-6-yl)nicotinamide